3-phenyladamantan C1(=CC=CC=C1)C12CC3CC(CC(C1)C3)C2